(3S,6S,9S,12R)-3-[(2S)-butan-2-yl]-6-[(1-methoxyindol-3-yl)methyl]-9-(6-oxooctyl)-1,4,7,10-tetrazabicyclo[10.4.0]hexadecane-2,5,8,11-tetrone C[C@@H](CC)[C@H]1C(N2CCCC[C@@H]2C(N[C@H](C(N[C@H](C(N1)=O)CC1=CN(C2=CC=CC=C12)OC)=O)CCCCCC(CC)=O)=O)=O